CC(C)(CC(C)(C)C)NC(=O)C1=NC=CC=C1 N-(2,4,4-trimethylpent-2-yl)pyridinecarboxamide